FC(C1=CC(=CC=N1)N)(F)F 6-(trifluoromethyl)pyridin-4-amine